(2S,4R)-1-(((9H-fluoren-9-yl)methoxy)carbonyl)-4-(benzyl(tert-butoxycarbonyl)amino)pyrrolidine-2-carboxylic acid C1=CC=CC=2C3=CC=CC=C3C(C12)COC(=O)N1[C@@H](C[C@H](C1)N(C(=O)OC(C)(C)C)CC1=CC=CC=C1)C(=O)O